N-((1S,9S)-5-chloro-9-ethyl-9-hydroxy-4-methyl-10,13-dioxo-2,3,9,10,13,15-hexahydro-1H,12H-benzo[de]pyrano[3',4':6,7]indolizino[1,2-b]quinolin-1-yl)-3-hydroxy-2,2-dimethylpropionamide ClC=1C(=C2C=3C(=C4C(=NC3C1)C1=CC3=C(C(N1C4)=O)COC([C@]3(O)CC)=O)[C@H](CC2)NC(C(CO)(C)C)=O)C